[Cl-].C(CCCCCCCCCCCCCC)[N+](CCC[Si](OC)(OC)OC)(CCC)CCC pentadecyldi-n-propyl[3-(trimethoxysilyl)propyl]ammonium chloride